Methyl 2-(4-piperidyl)acetate N1CCC(CC1)CC(=O)OC